1-phenyl-5-(trifluoromethyl)-1H-1,2,4-triazole-3-carboxylic acid C1(=CC=CC=C1)N1N=C(N=C1C(F)(F)F)C(=O)O